3-amino-4-((4-bromobenzyl)amino)-5-methoxybenzoic acid methyl ester COC(C1=CC(=C(C(=C1)OC)NCC1=CC=C(C=C1)Br)N)=O